1-(Dimethylamino)-3-methyl-1-oxobutan-2-yl (2S)-2-amino-3-(3-{[3-(3-chloro-4-fluorophenoxy)-3-phenylazetidin-1-yl]sulfonyl}phenyl)propanoate monohydrochloride Cl.N[C@H](C(=O)OC(C(=O)N(C)C)C(C)C)CC1=CC(=CC=C1)S(=O)(=O)N1CC(C1)(C1=CC=CC=C1)OC1=CC(=C(C=C1)F)Cl